N1C=C(C2=CC=CC=C12)CC(CCCC)NC(=O)C1=CN=C(S1)N1CCN(CC1)C1=CC=C(C=C1)OCCOCCOCCOC=1C=C2C(N(C(C2=CC1)=O)C1C(NC(CC1)=O)=O)=O N-(1-(1H-indol-3-yl)hexan-2-yl)-2-(4-(4-(2-(2-(2-((2-(2,6-dioxopiperidin-3-yl)-1,3-dioxoisoindolin-5-yl)oxy)ethoxy)ethoxy)ethoxy)phenyl)piperazin-1-yl)thiazole-5-carboxamide